OC=1C(=NC(=CC1)CN1CCOCC1)\C=N\O (E)-3-hydroxy-6-(morpholinomethyl)pyridineformaldoxime